tert-Butyl 3-(4-methyl-3-((1-(7-(oxazol-2-yl)quinolin-5-yl)cyclopropyl)carbamoyl)phenyl)-3,8-diazabicyclo[3.2.1]octane-8-carboxylate CC1=C(C=C(C=C1)N1CC2CCC(C1)N2C(=O)OC(C)(C)C)C(NC2(CC2)C2=C1C=CC=NC1=CC(=C2)C=2OC=CN2)=O